N-[2-(2,3-dihydroxypropoxy)-3-hexadecyloxypropyl]-N-3-methoxypropyltetradecanamide OC(COC(CN(C(CCCCCCCCCCCCC)=O)CCCOC)COCCCCCCCCCCCCCCCC)CO